FC(OC=1C=C(C=CC1)C1=NN2C(=NC=3C=CC=CC3C2=N1)N[C@@H](CCCC)C(=O)N)(F)F N2-{2-[3-(trifluoromethoxy)phenyl][1,2,4]triazolo[1,5-c]quinazolin-5-yl}-L-norleucinamide